3-(((7-(8-ethyl-7-fluoro-3-hydroxynaphthalen-1-yl)-8-fluoro-2-(((2R,7aS)-2-fluorohexahydro-1H-pyrrolizin-7a-yl)methoxy)pyrido[4,3-d]pyrimidin-4-yl)amino)methyl)pyrrolidine-2,5-dione C(C)C=1C(=CC=C2C=C(C=C(C12)C1=C(C=2N=C(N=C(C2C=N1)NCC1C(NC(C1)=O)=O)OC[C@]12CCCN2C[C@@H](C1)F)F)O)F